C(C)OC(=O)C1=CC=NC=C1 Pyridine-4-carboxylic acid ethyl ester